2-(1-chloroallyl)-2-(4-tert-butylphenyl)-1,3-propanediol ClC(C=C)C(CO)(CO)C1=CC=C(C=C1)C(C)(C)C